NC=1C=2N(C3=CC(=CC=C3N1)C(=O)N([C@H]1COC3=NC(=CC=C31)C(F)(F)F)C)C=NC2 (R)-4-amino-N-methyl-N-(6-(trifluoromethyl)-2,3-dihydrofuro[2,3-b]pyridin-3-yl)imidazo[1,5-a]quinoxaline-8-carboxamide